ClC1=C(C=C(C(=C1)F)OC)C1=CC=2NC(N(C(C2S1)=O)C1=C2C(=CN=C1)SC=C2SC)=O 6-(2-chloro-4-fluoro-5-methoxyphenyl)-3-(3-methylthiothieno[2,3-c]pyridin-4-yl)thieno[3,2-d]pyrimidine-2,4(1H,3H)-dione